ClCCCCOCCCCCC 1-(4-chlorobutoxy)hexane